N-(benzo[d]thiazol-5-yl)-1-((2,3-dihydrobenzo[b][1,4]dioxin-6-yl)sulfonyl)piperidine-4-carboxamide S1C=NC2=C1C=CC(=C2)NC(=O)C2CCN(CC2)S(=O)(=O)C2=CC1=C(OCCO1)C=C2